ClC1=CC=C(C=N1)NC1=NC=CC2=CC(=CC=C12)O[C@H]1C[C@H](CCC1)C#N (1S,3R)-3-((1-((6-chloropyridin-3-yl)amino)isoquinolin-6-yl)oxy)cyclohexane-1-carbonitrile